C(C)(C)(C)OC(=O)N1[C@H](C[C@]2(OCC(C3=C2SC(=C3)Cl)(F)F)CC1)C (2s,4r)-2'-chloro-4',4'-difluoro-2-methyl-4',5'-dihydrospiro[piperidine-4,7'-thieno[2,3-C]pyran]-1-carboxylic acid tert-butyl ester